tert-butyl 3-(3-(4-chlorobenzyl)-1,2,4-oxadiazol-5-yl)-2-(diethoxyphosphoryl)propanoate ClC1=CC=C(CC2=NOC(=N2)CC(C(=O)OC(C)(C)C)P(=O)(OCC)OCC)C=C1